OC1(CC(C1)NC1=C(C=C(N=N1)C1=C(C=C(C=C1C)C(F)(F)F)O)C(F)(F)F)C 2-(6-(((cis)-3-Hydroxy-3-methylcyclobutyl)amino)-5-(trifluoromethyl)pyridazin-3-yl)-3-methyl-5-(trifluoromethyl)phenol